N-adamantyl-ethylenediamine C12(CC3CC(CC(C1)C3)C2)NCCN